1-Isopropyl-N-((6-methyl-2-oxo-4-propyl-1,2-dihydropyridin-3-yl)methyl)-6-(2-(4-methylpiperazin-1-yl)pyridine-4-yl)-1H-indazole-4-carboxamide C(C)(C)N1N=CC=2C(=CC(=CC12)C1=CC(=NC=C1)N1CCN(CC1)C)C(=O)NCC=1C(NC(=CC1CCC)C)=O